C(C)(C)(C)OC(=O)N([C@H](C(=O)OCC1=CC=CC=C1)CC(=C)C)C Benzyl (2S)-2-[[(tert-butoxy)carbonyl](methyl)amino]-4-methylpent-4-enoate